N-(4-(1-pentyl-1H-pyrazol-3-yl)phenyl)acrylamide C(CCCC)N1N=C(C=C1)C1=CC=C(C=C1)NC(C=C)=O